Cl.OC1CC(NC1)C(=O)NOC1=CC=C(C=C1)C1=C(N=CS1)C 4-hydroxy-N-[4-(4-methyl-1,3-thiazol-5-yl)phenoxy]pyrrolidine-2-carboxamide hydrochloride